N1C=C(C=2C1=NC=CC2)CNC(=O)[C@@H]2CC[C@H]1N2C([C@H](CCC1)NC(=O)C1=CC2=C(S1)C=CC(=C2)C(F)(F)P(O)(O)=O)=O ((2-(((3S,6S,9aS)-3-(((1H-pyrrolo[2,3-b]pyridin-3-yl)methyl)carbamoyl)-5-oxooctahydro-1H-pyrrolo[1,2-a]azepin-6-yl)carbamoyl)benzo[b]thiophen-5-yl)difluoromethyl)phosphonic acid